ClC=1C(=NC=C(C1)Cl)N1N=CC=C1C(=O)O 1-(3,5-dichloro-2-pyridyl)-1H-pyrazole-5-formic acid